FC1=C(C=CC(=C1)F)C1=C(C=C2C(=NC(N3C2=C1SC[C@@H](C3)OC)=O)N3[C@H](CN(CC3)C(=O)[O-])C)C(F)(F)F (S)-4-((3R)-11-(2,4-difluorophenyl)-3-methoxy-6-oxo-10-(trifluoromethyl)-3,4-dihydro-2H,6H-[1,4]thiazepino[2,3,4-ij]quinazolin-8-yl)-3-methylpiperazine-1-carboxylate